6-(3-ethyl-4-(4-ethynylbenzoyl)piperazin-1-yl)-4-(4'-hydroxy-[1,1'-biphenyl]-4-yl)nicotinic acid C(C)C1CN(CCN1C(C1=CC=C(C=C1)C#C)=O)C1=NC=C(C(=O)O)C(=C1)C1=CC=C(C=C1)C1=CC=C(C=C1)O